3,4-dimethylthiophene-2-sulfonyl chloride CC1=C(SC=C1C)S(=O)(=O)Cl